2-(4-bromo-2-methoxyphenoxy)-2-methylpropanecarboxylic acid BrC1=CC(=C(OC(CC(=O)O)(C)C)C=C1)OC